CC1=CC2=C(CCO2)C=C1NC1=NC=C2NC(N(C2=N1)C1COCC1)=O ((6-methyl-2,3-dihydrobenzofuran-5-yl)amino)-9-(tetrahydrofuran-3-yl)-7,9-dihydro-8H-purin-8-one